C(C)(C)(C)C1(N(CCOC1)C(=O)O)CN(C(=O)OC(C)(C)C)CC(O)C1=CC(=NC(=C1)Cl)Br.ON(CCC[C@H](N)C(=O)O)C(N)=N N5-hydroxyarginine tertbutyl-3-(((2-(2-bromo-6-chloropyridin-4-yl)-2-hydroxyethyl)(tert-butoxy-carbonyl)amino)methyl)morpholine-4-carboxylate